FC1=C(C=CC=C1C=1C(=NN(C1)C1=CC=C(C=C1)N1CCC(CC1)C=O)C1=CC=NC=C1)C(CC)S(=O)(=O)N (2-fluoro-3-{1-[4-(4-formylpiperidin-1-yl)phenyl]-3-(pyridin-4-yl)pyrazol-4-yl}phenyl)propane-1-sulfonamide